1,3,2λ5-dioxaphosphinane O1[PH3]OCCC1